COC=1C=C(C=O)C=CC1COC1=C(C=C(C=C1)C)C(F)(F)F 3-methoxy-4-[[4-methyl-2-(trifluoromethyl)phenoxy]methyl]benzaldehyde